C[C@H]1O[C@H](CC(C1)N1N=C(C2=C1SC(=C2)C(=O)NC2CCC(CC2)N2CCN(CC2)C(C)C)C)C 1-((2r,6s)-2,6-dimethyltetrahydro-2H-pyran-4-yl)-N-((1r,4r)-4-(4-isopropylpiperazin-1-yl)cyclohexyl)-3-methyl-1H-thieno[2,3-c]pyrazole-5-carboxamide